S1C(=NC2=C1C=CC=C2)NC(=O)C=2C=CC=C1CCN(CC21)C2=CC=C(C(=N2)C(=O)O)C=2C=NN(C2C)CC2CCCC2 6-[8-(1,3-benzothiazol-2-ylcarbamoyl)-3,4-dihydroisoquinolin-2(1H)-yl]-3-[1-(cyclopentylmethyl)-5-methyl-1H-pyrazol-4-yl]pyridine-2-carboxylic acid